menthyLD-lactate C1(CC(C(CC1)C(C)C)OC([C@H](O)C)=O)C